N[C@@H]1C2=CC=CC=C2CC12CCN(CC2)C=2NC(C1=C(N2)NN=C1C1(CC1)C=1SC=CC1)=O (S)-6-(1-amino-1,3-dihydrospiro[indene-2,4'-piperidine]-1'-yl)-3-(1-(thiophen-2-yl)cyclopropyl)-1,5-dihydro-4H-pyrazolo[3,4-d]pyrimidin-4-one